NC1=C(C=CC(=C1)OC(F)(F)F)C(=O)N1CCC(CC1)C1=C2C(=NC=C1)NC(=N2)[C@@H]2OCCCC2 [2-amino-4-(trifluoromethoxy)phenyl]-[4-[2-[(2R)-tetrahydropyran-2-yl]-3H-imidazo[4,5-b]pyridin-7-yl]-1-piperidyl]methanone